2-benzyl-4-methylazepane C(C1=CC=CC=C1)C1NCCCC(C1)C